2,4-dimethyl-3,5,6-trifluorobenzyl (1R)-trans-3-(2-methyl-1-propenyl)-2,2-dimethylcyclopropanecarboxylate CC(=C[C@H]1C([C@@H]1C(=O)OCC1=C(C(=C(C(=C1F)F)C)F)C)(C)C)C